14-Hydroxytricos-16-enoic acid OC(CCCCCCCCCCCCC(=O)O)CC=CCCCCCC